(6-Isopropoxy-3-pyridyl)methyl methanesulfonate CS(=O)(=O)OCC=1C=NC(=CC1)OC(C)C